C1(CC1)C1=NC(=CC(=C1)C1=CC(=C2C(=N1)N=C(N2)NC(=O)C2=CC=C(C=N2)CCCC(=O)O)N(C)CC(COC)(C)C)C(F)(F)F 4-[6-({5-[2-Cyclopropyl-6-(trifluoromethyl)pyridin-4-yl]-7-[(3-methoxy-2,2-dimethylpropyl)(methyl)amino]-1H-imidazo[4,5-b]pyridin-2-yl}carbamoyl)pyridin-3-yl]butanoic acid